(3S)-3-(5-(4-((5-methyl-3,3a,4,6a-tetrahydrocyclopenta[c]pyrrol-2(1H)-yl)methyl)pyridin-2-yl)-1-oxoisoindolin-2-yl)piperidine CC=1CC2C(CN(C2)CC2=CC(=NC=C2)C=2C=C3CN(C(C3=CC2)=O)[C@@H]2CNCCC2)C1